9,9'-(2'''-bromo-[1,1':3',1'':3'',1'''-quaterphenyl]-2',5'-diyl)bis(9H-carbazole) BrC1=C(C=CC=C1)C=1C=C(C=CC1)C=1C(=C(C=C(C1)N1C2=CC=CC=C2C=2C=CC=CC12)C1=CC=CC=C1)N1C2=CC=CC=C2C=2C=CC=CC12